ferrocenyl-formic acid [C-]1(C=CC=C1)C(=O)O.[CH-]1C=CC=C1.[Fe+2]